OCC1=CC=C(C=C1)C1=C(C=C(C=C1)NC(C[C@H]1CCN(C1)C=1C2=C(N=C(N1)C)C1=C(O2)C=CC=C1)=O)C (2S,4R)-4-(2-((4'-(hydroxymethyl)-2-methyl-[1,1'-biphenyl]-4-yl)amino)-2-oxoethyl)-1-(2-methylbenzofuro[3,2-d]pyrimidin-4-yl)pyrrolidine